FC=1C=C(C=CC1F)CNC(C1=CC=C(S1)C=1C=2C(N3CCC[C@H]3C2N=C(C1C=1OC(=NN1)C)CCC1=CC=C(C=C1)F)=O)=O N-(3,4-difluorophenyl)methyl-5-((2S)-11-[2-(p-fluorophenyl)ethyl]-10-(5-methyl-1,3,4-oxadiazol-2-yl)-7-oxo-6,12-diazatricyclo[6.4.0.02,6]dodeca-1(8),9,11-trien-9-yl)-2-thenamide